4-methyl-4-propyl-1,3-oxathiolane CC1(SCOC1)CCC